C(C)(C)(C)C=1C=C(C=C(C1O)C)C 6-tert.-Butyl-2,4-xylenol